BrC=1C=C(C(=NC1)CO[Si](C)(C)C(C)(C)C)OC 5-bromo-2-(((tert-butyldimethylsilyl)oxy)methyl)-3-methoxypyridine